ethyl-N,S-bis(4-oxo-4-(2,6,6-trimethylcyclohex-3-en-1-yl)but-2-yl)cysteine C(C)N([C@@H](CSC(C)CC(=O)C1C(C=CCC1(C)C)C)C(=O)O)C(C)CC(C1C(C=CCC1(C)C)C)=O